10-ethyl-2,3,4,4a,5,6-hexahydro-1H,12H-pyrazino[1',2':5,6][1,5]oxazocino[2,3-g]quinolin C(C)C1=CNC2=CC=3C(=CC2=C1)OCCC1N(C3)CCNC1